6-(4-methoxyphenyl)-2-methyl-nicotinic acid ethyl ester C(C)OC(C1=C(N=C(C=C1)C1=CC=C(C=C1)OC)C)=O